N(=[N+]=[N-])CCOCCOCCOCCOCCOCCSC1=C2CNC(C2=CC=C1)=O 4-((17-azido-3,6,9,12,15-pentaoxaheptadecyl)thio)-1-oxoisoindolin